5-(1-(2,2-difluoroethyl)piperidin-4-yl)-2-(5-fluoro-2-methylpyridin-4-yl)-3-isopropyl-1H-indole FC(CN1CCC(CC1)C=1C=C2C(=C(NC2=CC1)C1=CC(=NC=C1F)C)C(C)C)F